ClC=1C=NC=C(C1)CN1CC(CC1)(C1OCCC1)CCC1=CC=CC=C1 3-chloro-5-((3-phenethyl-3-(tetrahydrofuran-2-yl)pyrrolidin-1-yl)methyl)pyridine